CSC=CC=O 3-(methylthio)prop-2-en-1-one